FC(OC1(CCC1)C=O)(F)F 3-cis-(trifluoromethoxy)cyclobutanecarboxaldehyde